COC(=O)C1=CC(=C(C=C1)N1C(=CC=C1)C(=O)OC)[N+](=O)[O-] methyl 1-(4-(methoxycarbonyl)-2-nitrophenyl)-1H-pyrrole-2-carboxylate